C(C)(=O)N1CCN(CC1)C=1C=CC(=NC1)NC1=NC=C(C(=N1)C1=C(N=C(S1)NC)C)C#N 2-((5-(4-acetylpiperazin-1-yl)pyridin-2-yl)amino)-4-(4-methyl-2-(methylamino)thiazole-5-yl)pyrimidine-5-carbonitrile